((1R,5S)-3-azabicyclo[3.1.0]hexan-6-yl)methanol [C@H]12CNC[C@@H]2C1CO